6-chloro-3-[[(1R)-1-(5-fluoro-13-methyl-17-oxa-2,9,13,14-tetrazatetracyclo[8.7.0.03,8.011,15]heptadeca-1,3(8),4,6,9,11,14-heptaen-7-yl)ethyl]amino]pyridine-2-carboxylic acid ClC1=CC=C(C(=N1)C(=O)O)N[C@H](C)C1=CC(=CC=2N=C3OCC4=NN(C=C4C3=NC12)C)F